Cyclopropanecarboxylic acid 2-[1-(4,4-dimethyl-1-cyclopenten-1-yl) ethoxy]-2-methylpropyl ester CC1(CC=C(C1)C(C)OC(COC(=O)C1CC1)(C)C)C